4-{1-[N-methyl-5-(5,6-difluoro-1H-indole-2-carbonyl)-4H,5H,6H,7H-pyrazolo[1,5-a]pyrazine-3-amido]cyclopropyl}benzoic acid CN(C(=O)C=1C=NN2C1CN(CC2)C(=O)C=2NC1=CC(=C(C=C1C2)F)F)C2(CC2)C2=CC=C(C(=O)O)C=C2